FC1(CCC(CC1)NC1=NC(=CC(=N1)C(=O)OC)N1N=C(C=C1)C(F)(F)F)F methyl 2-((4,4-difluorocyclohexyl)amino)-6-(3-(trifluoromethyl)-1H-pyrazol-1-yl)pyrimidine-4-carboxylate